C1(CC1)C=1C=2N(C=CC1)N=C(C2)[C@@H]2N(CCC1=C2N=CN1)C=1OC(=NN1)C(C)(F)F (R)-2-(4-(4-cyclopropylpyrazolo[1,5-a]pyridin-2-yl)-1,4,6,7-tetrahydro-5H-imidazo[4,5-c]pyridin-5-yl)-5-(1,1-difluoroethyl)-1,3,4-oxadiazole